FC1=CC(=C(OC2=C(C(=O)NC3=CC(=CC=C3)C(NOC)=O)C=CC(=C2)C(F)(F)F)C=C1)C 2-(4-fluoro-2-methylphenoxy)-N-(3-(N-methoxycarbamoyl)phenyl)-4-(trifluoromethyl)benzamide